CC(C(=O)O[C@@H](CC)OCC([C@H](C[C@H]1C(NCC1)=O)NC([C@@H](NC(=O)C=1NC2=CC=CC(=C2C1)OC)CC(C)C)=O)=O)(C)C (1S)-1-({(3S)-3-({N-[(4-methoxy-1H-indol-2-yl)carbonyl]-L-leucyl}amino)-2-oxo-4-[(3S)-2-oxopyrrolidin-3-yl]butyl}oxy)propyl 2,2-dimethylpropanoate